5,6-dichloro-1-(1-(2-fluorobenzyl)piperidin-4-yl)-3-(2-morpholinoethyl)-1,3-dihydro-2H-benzo[d]imidazol-2-one ClC1=CC2=C(N(C(N2CCN2CCOCC2)=O)C2CCN(CC2)CC2=C(C=CC=C2)F)C=C1Cl